(S)-2-(2-(1,1-Difluoroethyl)-4-fluorophenyl)-3-(4-((1-(3-fluoropropyl)pyrrolidin-3-yl)oxy)phenoxy)benzo[b]thiophen-6-yl trifluoromethanesulfonate FC(S(=O)(=O)OC=1C=CC2=C(SC(=C2OC2=CC=C(C=C2)O[C@@H]2CN(CC2)CCCF)C2=C(C=C(C=C2)F)C(C)(F)F)C1)(F)F